(S)-Ethyl 4-hydroxy-2-oxo-5-phenyl-2,5-dihydro-1H-pyrrole-3-carboxylate OC1=C(C(N[C@H]1C1=CC=CC=C1)=O)C(=O)OCC